4-Cyclopentyl-N-phenylbutyramide C1(CCCC1)CCCC(=O)NC1=CC=CC=C1